6,10-dihydroxy-3,3-dimethyl-7-oxopyrano[2,3-c]xanthen OC1=CC2=C(C=3OC=4C=C(C=CC4C(C13)=O)O)C=CC(O2)(C)C